4-(6-(6-Methoxypyridin-3-yl)imidazo[1,2-a]pyridin-3-yl)-N-(6-(4-methylpiperazin-1-yl)pyridin-3-yl)pyrimidin-2-amine COC1=CC=C(C=N1)C=1C=CC=2N(C1)C(=CN2)C2=NC(=NC=C2)NC=2C=NC(=CC2)N2CCN(CC2)C